[4-(1,1,2,2,2-pentafluoroethyl)phenyl]-[4-(2-tetrahydropyran-4-yl-5H-pyrrolo[2,3-b]pyrazin-7-yl)-1-piperidyl]methanone FC(C(F)(F)F)(F)C1=CC=C(C=C1)C(=O)N1CCC(CC1)C1=CNC2=NC=C(N=C21)C2CCOCC2